(E)-3-(4-isopropyl-3-methoxyphenylvinyl)pyridazine C(C)(C)C1=C(C=C(C=C1)/C=C/C=1N=NC=CC1)OC